N-(5-(5-(3,3-difluoroazetidin-1-yl)-1,2,4-oxadiazol-3-yl)-2-methylphenyl)-7-methoxyimidazo[1,2-a]pyridine-3-carboxamide FC1(CN(C1)C1=NC(=NO1)C=1C=CC(=C(C1)NC(=O)C1=CN=C2N1C=CC(=C2)OC)C)F